CN1N=C(C=C1)C=1C=CC=2N(C1)C(=CN2)C(=O)OCC ethyl 6-(1-methyl-1H-pyrazol-3-yl)imidazo[1,2-a]pyridine-3-carboxylate